(S)-3-chloro-4-methyl-6,7,7a,8,10,11-hexahydro-9H-pyrazino[1,2-d]pyrido[3,2-b][1,4]thiazepin ClC1=C(C=2SCC[C@@H]3N(C2N=C1)CCNC3)C